isopropyl-N-methylpyrimidine-4-carboxamide C(C)(C)C1=NC=CC(=N1)C(=O)NC